(2S,3S)-2-((tert-butoxycarbonyl)amino)-3-methylpentanoic acid C(C)(C)(C)OC(=O)N[C@H](C(=O)O)[C@H](CC)C